NC1CC(C1)OC1=CC=C(C=C1)C(=O)C1=CC=C(C=C1)OCC1CN(C1)S(=O)(=O)C (4-(3-aminocyclobutoxy)phenyl)(4-((1-(methylsulfonyl)azetidin-3-yl)methoxy)phenyl)methanone